3-(4-chloro-3-fluorophenyl)-1-(8,9-difluoro-6-oxo-1,4,5,6-tetrahydro-2H-pyrano[3,4-c]isoquinolin-1-yl)-1-methylurea ClC1=C(C=C(C=C1)NC(N(C)C1COCC=2NC(C=3C=C(C(=CC3C21)F)F)=O)=O)F